O=C1OC(CC1CC(=O)OC=C)=O vinyl 2-(2,5-dioxotetrahydrofuran-3-yl)acetate